[Zn+2].N[C@@H](CCCNC(N)=N)C(=O)[O-].N[C@@H](CCCNC(N)=N)C(=O)[O-] arginine zinc salt